cyclopropyl-1'-((2-cyclopropyl-5-fluoro-3-oxo-3,4-dihydroquinoxalin-6-yl)methyl)-3'-fluoro-1',2',3',6'-tetrahydro-[3,4'-bipyridine]-6-carboxamide C1(CC1)C1=NC(=CC=C1C=1C(CN(CC1)CC=1C(=C2NC(C(=NC2=CC1)C1CC1)=O)F)F)C(=O)N